3-{[(1R,3R)-3-hydroxycyclopentyl]oxy}-6-(2-hydroxypropan-2-yl)-2,3-dihydro-1H-isoindol-1-one O[C@H]1C[C@@H](CC1)OC1NC(C2=CC(=CC=C12)C(C)(C)O)=O